N2,N4-bis((R)-3,3-difluorocyclopentyl)-6-(6-(trifluoromethyl)pyridin-2-yl)-1,3,5-triazine-2,4-diamine FC1(C[C@@H](CC1)NC1=NC(=NC(=N1)N[C@H]1CC(CC1)(F)F)C1=NC(=CC=C1)C(F)(F)F)F